4-Amino-N-(2-cyclopropyl-4-fluorophenyl)-5-(ethylsulfonyl)-2-methoxy-N-(7-nitrobenzo[c][1,2,5]oxadiazol-4-yl)benzamide NC1=CC(=C(C(=O)N(C2=CC=C(C3=NON=C32)[N+](=O)[O-])C3=C(C=C(C=C3)F)C3CC3)C=C1S(=O)(=O)CC)OC